N=1C=CN2C1N=CC(=C2)C2=CC=C(N)C=C2 4-(imidazo[1,2-a]pyrimidin-6-yl)aniline